C1(CC1)N1N=C(C=C1N)C(C)(C)N1N=CC=N1 1-Cyclopropyl-3-[2-(2H-1,2,3-triazol-2-yl)propan-2-yl]-1H-pyrazol-5-amine